N1=NN(C2=NC=CC=C21)C2=CC(=C(C(=O)N(C1=NC=CC3=CC(=CC=C13)C=1C=NC=CC1)[C@H]1CNCCC1)C=C2)F (R)-4-(3H-[1,2,3]triazolo[4,5-b]pyridin-3-yl)-2-fluoro-N-(piperidin-3-yl)-N-(6-(pyridin-3-yl)isoquinolin-1-yl)benzamide